ClC1=NC(=CC=C1C=1C=NN(C1)COCC[Si](C)(C)C)C(F)(F)F 4-(2-Chloro-6-(trifluoromethyl)pyridin-3-yl)-1-((2-(trimethylsilyl)ethoxy)methyl)-1H-pyrazole